[(3S)-3-(Benzyloxycarbonylamino)-4-methylsulfonyloxy-butyl] Methanesulfonate CS(=O)(=O)OCC[C@@H](COS(=O)(=O)C)NC(=O)OCC1=CC=CC=C1